4-fluorooxathiepane 2,2-dioxide FC1CS(OCCC1)(=O)=O